3-(4-iodophenyl)-1,4,2-dioxazol-5-one IC1=CC=C(C=C1)C1=NOC(O1)=O